ClC=1C(=C2C(=NC1)NC(=N2)C2=CC=C(C=C2)N2CCN(CC2)CCO)NC2CCN(CC2)C 2-[4-(4-{6-Chloro-7-[(1-methylpiperidin-4-yl)amino]-3H-imidazo[4,5-b]pyridin-2-yl}phenyl)piperazin-1-yl]ethanol